8-(4-chloro-2,3-dimethylphenyl)-9-(4-((1-(3-fluoropropyl)azetidin-3-ylidene)methyl)phenyl)-6,7-dihydro-5H-benzo[7]annulene-3-carboxylic acid ClC1=C(C(=C(C=C1)C=1CCCC2=C(C1C1=CC=C(C=C1)C=C1CN(C1)CCCF)C=CC(=C2)C(=O)O)C)C